6-(2,6-dichlorophenyl)-2-(2,3-dihydro-1H-isoindol-5-ylamino)-8-methylpyrido[2,3-d]pyrimidin-5(8H)-one ClC1=C(C(=CC=C1)Cl)C=1C(C2=C(N=C(N=C2)NC=2C=C3CNCC3=CC2)N(C1)C)=O